6-(3-isopropylazetidin-1-yl)quinoline-4-carboxylic acid C(C)(C)C1CN(C1)C=1C=C2C(=CC=NC2=CC1)C(=O)O